ClC1=C(C=CC=C1)C1=NOC(=C1C(=O)O)C 3-(2-chlorophenyl)-5-methylisoxazole-4-carboxylic acid